N-(4-(4-amino-1-(3-fluoro-4-(3-formylpyrrolidin-1-yl)phenyl)-1H-pyrazolo[3,4-d]pyrimidin-3-yl)benzyl)-5-fluoro-2-methoxybenzamide NC1=C2C(=NC=N1)N(N=C2C2=CC=C(CNC(C1=C(C=CC(=C1)F)OC)=O)C=C2)C2=CC(=C(C=C2)N2CC(CC2)C=O)F